O1\C(\NC=C1)=N/C(OC(C)(C)C)=O tert-butyl (Z)-oxazol-2(3H)-ylidenecarbamate